N-(5-(4-(4-(bis(4-methoxybenzyl)amino)imidazo[2,1-f][1,2,4]triazin-7-yl)-1H-pyrazol-1-yl)-6-methylpyridin-3-yl)-2-(trifluoromethyl)isonicotinamide COC1=CC=C(CN(C2=NC=NN3C2=NC=C3C=3C=NN(C3)C=3C=C(C=NC3C)NC(C3=CC(=NC=C3)C(F)(F)F)=O)CC3=CC=C(C=C3)OC)C=C1